N1=C(C(=CC=C1)C(=O)N1CCC(CC1)(C#N)CC1=CC(=CC=C1)C(F)(F)F)C1=CC=NC=C1 1-([2,4'-bipyridine]-3-carbonyl)-4-(3-(trifluoromethyl)benzyl)piperidine-4-carbonitrile